C(=CCC)OC=CCC dibutenyl ether